tert-butyl 3-(2-amino-1-hydroxyethyl)-3-fluoroazetidine-1-carboxylate NCC(O)C1(CN(C1)C(=O)OC(C)(C)C)F